tert-butyl 4-(8-bromo-6-chloro-3,4-dihydro-2H-quinolin-1-yl)piperidine-1-carboxylate BrC=1C=C(C=C2CCCN(C12)C1CCN(CC1)C(=O)OC(C)(C)C)Cl